ethyl-4-(5-(1-(tert-butoxycarbonyl)-3,5-dimethyl-1H-pyrazol-4-yl)benzo[d]oxazol-2-yl)picolinate C(C)OC(C1=NC=CC(=C1)C=1OC2=C(N1)C=C(C=C2)C=2C(=NN(C2C)C(=O)OC(C)(C)C)C)=O